C(C)(C)(C)OC(=O)N[C@@H]1C2=C(OC13CCN(CC3)C(=O)OC(C)(C)C)C=CC=C2 Tert-butyl (R)-3-((tert-butoxycarbonyl)amino)-3H-spiro[benzofuran-2,4'-piperidine]-1'-carboxylate